N-(3-acetamidophenyl)-5-(5-fluoroisoindolin-2-yl)-3-isopropyl-7-(1H-pyrazol-4-yl)pyrazolo[1,5-a]pyrimidine-2-carboxamide C(C)(=O)NC=1C=C(C=CC1)NC(=O)C1=NN2C(N=C(C=C2C=2C=NNC2)N2CC3=CC=C(C=C3C2)F)=C1C(C)C